N-cyclohexyl-3-(3-(3-(2-methoxyethyl)-4-oxo-3,4-dihydroquinazolin-6-yl)ureido)benzamide C1(CCCCC1)NC(C1=CC(=CC=C1)NC(=O)NC=1C=C2C(N(C=NC2=CC1)CCOC)=O)=O